BrC1=C(C(=CC(=C1)C)C)F 1-bromo-2-fluoro-3,5-dimethylbenzene